(S)-3-((2-cyanoethyl)amino)butyronitrile C(#N)CCN[C@H](CC#N)C